(2-(4-(benzyloxy)phenyl)-4-methoxybenzofuran-5-yl)ethan-1-one calcium magnesium phosphate salt P(=O)([O-])([O-])[O-].[Mg+2].[Ca+2].C(C1=CC=CC=C1)OC1=CC=C(C=C1)C=1OC2=C(C1)C(=C(C=C2)C(C)=O)OC